3-Ethyl-2,3,4,5-tetrahydro-1H-benzo[d]azepin-7-amine C(C)N1CCC2=C(CC1)C=C(C=C2)N